azepan-3-amine N1CC(CCCC1)N